[3-[4-(7H-pyrrolo[2,3-d]pyrimidin-4-yl)-1H-pyrazol-1-yl]-1-(1-{[6-(trifluoromethyl)-1-benzothien-2-yl]carbonyl}piperidin-4-yl)azetidin-3-yl]acetonitrile N1=CN=C(C2=C1NC=C2)C=2C=NN(C2)C2(CN(C2)C2CCN(CC2)C(=O)C=2SC1=C(C2)C=CC(=C1)C(F)(F)F)CC#N